FC1=CC=C(C=C1)C1=C(N=CC(=N1)NC(N(CC1=NC=CC=C1)C)=O)C=1C=C2C(=NC=NC2=CC1)C 3-(6-(4-fluorophenyl)-5-(4-methylquinazolin-6-yl)pyrazin-2-yl)-1-methyl-1-(pyridin-2-ylmethyl)urea